CC=1C=C(\C=N\NC(=O)C2=NC(=CN=C2)C2=C(C=C(C=C2)OC)O)C=C(C1)C (E)-N'-(3,5-dimethylbenzylidene)-6-(2-hydroxy-4-methoxyphenyl)pyrazine-2-carbohydrazide